C(C)(C)(C)OC(=O)N1C(CNCC1)C1=CC=C(C=C1)C(=O)OC (4-(methoxycarbonyl)phenyl)piperazine-1-carboxylic acid tert-butyl ester